3-methoxycarbonyl-5-pyrazolo[1,5-a]pyridin-5-yl-furan-2-carboxylic acid COC(=O)C1=C(OC(=C1)C1=CC=2N(C=C1)N=CC2)C(=O)O